(4-methylpiperazin-1-yl)((1R,4r)-4-(4-((R)-3-((2,5,7-trimethyl-[1,2,4]triazolo[1,5-a]pyrimidin-6-yl)oxy)pyrrolidin-1-yl)phenyl)cyclohexyl)methanone CN1CCN(CC1)C(=O)C1CCC(CC1)C1=CC=C(C=C1)N1C[C@@H](CC1)OC=1C(=NC=2N(C1C)N=C(N2)C)C